ClC1=C(C=C(O[C@@H](C(=O)NC23CC(C2)(C3)NC(COC3=CC(=C(C=C3)Cl)F)=O)CO)C=C1)F (2R)-2-(4-chloro-3-fluorophenoxy)-N-{3-[2-(4-chloro-3-fluorophenoxy)acetylamino]bicyclo[1.1.1]pentan-1-yl}-3-hydroxypropionamide